COC1=CC=C(C=C1)S(=O)(=O)NCC(C1=CC=C(C=C1)C1=NOC(=N1)C(F)(F)F)=O 4-methoxy-N-(2-oxo-2-(4-(5-(trifluoromethyl)-1,2,4-oxadiazol-3-yl)phenyl)ethyl)benzenesulfonamide